[Si](C)(C)(C(C)(C)C)OCC(CCC1=C(C(=NC=C1)C(C)C)N1C(N=C(C2=C1N=C(C(=C2)F)Cl)OC(=O)N2C(CNC(C2)C)C)=O)(F)F 1-(4-(4-((tert-butyldimethylsilyl)oxy)-3,3-difluorobutyl)-2-isopropylpyridin-3-yl)-7-chloro-6-fluoro-2-oxo-1,2-dihydropyrido[2,3-d]pyrimidin-4-yl-2,5-dimethylpiperazine-1-carboxylate